hydroxysuccinimide propionate C(CC)(=O)O.OC1C(=O)NC(C1)=O